7-chloro-1-methyl-4-(1-(5-((4-methylpiperazin-1-yl)methyl)pyridin-2-yl)piperidin-4-yl)-1,4-dihydropyrido[2,3-b]pyrazine-2,3-dione ClC1=CC2=C(N(C(C(N2C)=O)=O)C2CCN(CC2)C2=NC=C(C=C2)CN2CCN(CC2)C)N=C1